[3-(5-cyanothiazol-2-yl)pyrazin-2-yl]ethylammonium C(#N)C1=CN=C(S1)C=1C(=NC=CN1)CC[NH3+]